C(C)OC(=O)C1=NN(C(=N1)C1CCCC1)C=1C(=NC=CC1)C(F)(F)F 5-cyclopentyl-1-(2-(trifluoromethyl)pyridin-3-yl)-1H-1,2,4-triazole-3-carboxylic acid ethyl ester